1,3-dioxoisobenzofuran-5,6-dicarboxylate O=C1OC(C2=CC(=C(C=C12)C(=O)[O-])C(=O)[O-])=O